C(C)(C)C=1C(=CC2=C(N(C(N2)=O)[C@@H]2CN(CCC2)CC2CCOCC2)C1)C=1C=C(C=2N(C1)N=CN2)OC (S)-6-isopropyl-5-(8-methoxy-[1,2,4]triazolo[1,5-a]pyridin-6-yl)-1-(1-((tetrahydro-2H-pyran-4-yl)methyl)piperidin-3-yl)-1,3-dihydro-2H-benzo[d]imidazol-2-one